2-(3,3-dimethylbutanoylamino)-4-[2-(1-methylcyclopropoxy)ethyl-[4-(5,6,7,8-tetrahydro-1,8-naphthyridin-2-yl)butyl]amino]butanoic acid CC(CC(=O)NC(C(=O)O)CCN(CCCCC1=NC=2NCCCC2C=C1)CCOC1(CC1)C)(C)C